2-methyl-butanesulfonic acid CC(CS(=O)(=O)O)CC